2-(2,6-Dioxopiperidin-3-yl)-5-(4-(2-(piperidin-4-yl)ethyl)piperazin-1-yl)isoindoline O=C1NC(CCC1N1CC2=CC=C(C=C2C1)N1CCN(CC1)CCC1CCNCC1)=O